3-(3-Chloro-4-fluorophenyl)-1-(4-cyanophenyl)-1-((6,7,8,9-tetrahydro-5H-[1,2,4]triazolo[4,3-a]azepin-3-yl)methyl)urea ClC=1C=C(C=CC1F)NC(N(CC1=NN=C2N1CCCCC2)C2=CC=C(C=C2)C#N)=O